C1(=CC=CC=C1)OOCCCCCCCC octyl phenyl peroxide